(R)-(2-(benzofuran-3-yl)-1-(2-oxo-2-(tetrahydro-1H-furo[3,4-c]pyrrol-5(3H)-yl)Acetylamino)ethyl)boronic acid O1C=C(C2=C1C=CC=C2)C[C@H](NC(C(N2CC1C(C2)COC1)=O)=O)B(O)O